ClC(CCC)C1=CC=CC2=CC=CC=C12 1-(1-chlorobutyl)naphthalene